N-(3-(((2-((4-(4-(4-(2,4-dioxotetrahydropyrimidin-1(2H)-yl)benzyl)piperazin-1-yl)phenyl)amino)-5-(trifluoromethyl)pyrimidin-4-yl)amino)methyl)phenyl)-N-methylmethanesulfonamide O=C1N(CCC(N1)=O)C1=CC=C(CN2CCN(CC2)C2=CC=C(C=C2)NC2=NC=C(C(=N2)NCC=2C=C(C=CC2)N(S(=O)(=O)C)C)C(F)(F)F)C=C1